7-{(1S)-1-[1-(2-fluorophenyl)-1H-1,2,3-triazol-4-yl]ethyl}-5-[2-(trifluoromethyl)pyrimidin-5-yl]pyrrolo[2,1-f][1,2,4]triazin-4-amine FC1=C(C=CC=C1)N1N=NC(=C1)[C@@H](C)C1=CC(=C2C(=NC=NN21)N)C=2C=NC(=NC2)C(F)(F)F